2-(2,6-dioxopiperidin-3-yl)-5-(((1-(1-isopropyl-6-((2-(4-methoxypiperidin-1-yl)pyrimidin-4-yl)amino)-1H-pyrazolo[4,3-c]pyridin-3-yl)piperidin-4-yl)(methyl)amino)methyl)isoindoline O=C1NC(CCC1N1CC2=CC=C(C=C2C1)CN(C)C1CCN(CC1)C1=NN(C2=C1C=NC(=C2)NC2=NC(=NC=C2)N2CCC(CC2)OC)C(C)C)=O